CC1=CC=C(C=N1)C1=CC=NC=C1 6-methyl-[3,4'-bipyridine]